2-(2-((7-bromobenzofuran-5-yl)methoxy)-4-((isopropoxycarbonyl)amino)phenyl)acetic acid ethyl ester C(C)OC(CC1=C(C=C(C=C1)NC(=O)OC(C)C)OCC=1C=C(C2=C(C=CO2)C1)Br)=O